FC(C(=O)O)(F)F.FC(C=1C=C(C=CC1)C1=CC2=C(NC([C@H]3N(C2=O)CCNC3)=O)C=C1)(F)F (S)-8-(3-(trifluoromethyl)phenyl)-1,3,4,12a-tetrahydrobenzo[e]pyrazino[1,2-a][1,4]diazepine-6,12(2H,11H)-dione 2,2,2-trifluoroacetate